tert-butyl (S)-(6-(fluoromethyl)-2,3-dihydrobenzofuran-3-yl)(methyl)carbamate FCC1=CC2=C([C@@H](CO2)N(C(OC(C)(C)C)=O)C)C=C1